2-(azidomethyl)-5-(4-bromophenyl)pyrrolidine-1-carboxylate N(=[N+]=[N-])CC1N(C(CC1)C1=CC=C(C=C1)Br)C(=O)[O-]